4-(4-Oxo-2-((2-oxo-2-(thiazol-2-ylamino)ethyl)thio)pteridin-3(4H)-yl)benzamide O=C1N(C(=NC2=NC=CN=C12)SCC(NC=1SC=CN1)=O)C1=CC=C(C(=O)N)C=C1